NC1=C(C(=NC(=N1)N1CCC2(CC1)[C@@H](C1=CC=CC=C1C2)N)C#N)C2=C(C(=CC=C2)Cl)Cl 6-Amino-2-((S)-1-amino-1,3-dihydrospiro[indene-2,4'-piperidin]-1'-yl)-5-(2,3-dichlorophenyl)pyrimidine-4-carbonitrile